CC1=C(C=C(C(N1C1=NC=CC=C1)=O)C(=O)N)C=C 6-methyl-2-oxo-5-vinyl-2H-[1,2'-bipyridine]-3-carboxamide